C(C)(C)(C)OC(=O)N(CC(=O)C1C(C2=CC=C(C=C2C1=O)OC=1C=C2C(C(C(C2=CC1)=O)C(CN(C(OC(C)(C)C)=O)C)=O)=O)=O)C tert-butyl N-[2-(5-{[2-(2-{[(tert-butoxy)carbonyl] (methyl)amino}acetyl)-1,3-dioxo-2,3-dihydro-1H-inden-5-yl]oxy}-1,3-dioxo-2,3-dihydro-1H-inden-2-yl)-2-oxoethyl]-N-methylcarbamate